[Np].[Am] americium neptunium